tert-butyl (S)-((5-(6-(3-ethylmorpholino)-4-(2-(methylsulfonyl)propan-2-yl)pyridin-2-yl)-1H-pyrrolo[3,2-b]pyridin-2-yl)methyl)(methyl)carbamate C(C)[C@H]1COCCN1C1=CC(=CC(=N1)C1=CC=C2C(=N1)C=C(N2)CN(C(OC(C)(C)C)=O)C)C(C)(C)S(=O)(=O)C